1-(5-((4-(difluoromethoxy)phenyl)sulfonyl)-3,4,5,6-tetrahydropyrrolo[3,4-c]pyrrol-2(1H)-yl)-3-hydroxy-2,2-dimethylpropan-1-one FC(OC1=CC=C(C=C1)S(=O)(=O)N1CC2=C(C1)CN(C2)C(C(CO)(C)C)=O)F